CN1C(N(C2=C1C=C(C=C2)CCCN2C[C@@H](OCC2)CCNC)C2C(NC(CC2)=O)=O)=O 3-[3-Methyl-5-[3-[(2S)-2-[2-(methylamino)ethyl]morpholin-4-yl]propyl]-2-oxo-benzimidazol-1-yl]piperidine-2,6-dione